C1(CC1)C1=NOC(=C1B1OC(C(O1)(C)C)(C)C)C 3-cyclopropyl-5-methyl-4-(4,4,5,5-tetramethyl-1,3,2-dioxaborolan-2-yl)isoxazole